(S)-3-hydroxy-2-methylpropionate OC[C@@H](C(=O)[O-])C